ClC=1C=C(C#N)C=C(C1N1N=CC=2C=NC(=CC21)NC2=NC(=NC(=C2)N2CCOCC2)C)F 3-chloro-5-fluoro-4-(6-((2-methyl-6-morpholinopyrimidin-4-yl)amino)-1H-pyrazolo[4,3-c]pyridin-1-yl)benzonitrile